(3aS-cis)-3a-(3,4-dimethoxyphenyl)octahydro-1-methyl-6H-indol-6-one COC=1C=C(C=CC1OC)[C@@]12CCN([C@H]2CC(CC1)=O)C